F[B-](F)(F)F.F[B-](F)(F)F.C(CCCCC)[N+]1=CC=C(C=C1)C1=CC=2N(C=C1)C=C([N+]2C)C2=CC=CC=C2 7-(1-hexylpyridin-1-ium-4-yl)-1-methyl-2-phenylimidazo[1,2-a]Pyridin-1-ium bis(tetrafluoroborate)